ClC=1C=C(C#N)C=C(C1)CCN1C[C@H]([C@@H](C1)C)COC1=CC=C(C=C1)S(=O)(=O)CCCS(=O)(=O)C 3-chloro-5-{2-[(3S,4S)-3-{[4-(3-methanesulfonylpropanesulfonyl)phenoxy]methyl}-4-methylpyrrolidin-1-yl]ethyl}benzonitrile